N1N=C(N=C1)N1CCN(CC1)C=1C=NN2C1C=CC(=C2)C=2C=NN(C2)C 3-(4-(1H-1,2,4-triazol-3-yl)piperazin-1-yl)-6-(1-methyl-1H-pyrazol-4-yl)pyrazolo[1,5-a]pyridine